DIMETHYL-2,6-OCTADIENE CC(C=CCCC=CC)C